(R)-N-((R)-5,6-dihydrospiro[cyclopenta[b]pyridin-7,4'-piperidin]-6-yl)-2-methylpropan-2-sulfinamide N1CCC2(CC1)[C@@H](CC=1C2=NC=CC1)N[S@](=O)C(C)(C)C